CS(=O)(=O)OC1CC(C1)CO[Si](C1=CC=CC=C1)(C1=CC=CC=C1)C(C)(C)C (1R,3S)-3-(((TERT-BUTYLDIPHENYLSILYL)OXY)METHYL)CYCLOBUTYL METHANESULFONATE